4-[[3-[3-[3-amino-6-(2-hydroxyphenyl)pyridazin-4-yl]-3,8-diazabicyclo[3.2.1]octan-8-yl]phenyl]methyl]piperazine NC=1N=NC(=CC1N1CC2CCC(C1)N2C=2C=C(C=CC2)CN2CCNCC2)C2=C(C=CC=C2)O